OCCC1=CC=C(C=C1)B(O)O (4-(hydroxyethyl)phenyl)boronic acid